N-[(3R,4S)-1-{(5S)-5-[3-(2,6-difluorophenyl)-5-methylpyridin-2-yl]-4,5-dihydro-1,2-oxazol-3-yl}-4-fluoro-4-methylpyrrolidin-3-yl]methanesulfonamide FC1=C(C(=CC=C1)F)C=1C(=NC=C(C1)C)[C@@H]1CC(=NO1)N1C[C@H]([C@@](C1)(C)F)NS(=O)(=O)C